tert-butyl(cinnamyloxy)dimethylsilane C(C)(C)(C)[Si](C)(C)OCC=CC1=CC=CC=C1